N-[(6-chloropyridin-3-yl)methyl]-2-[1-[(2,3-difluorophenyl)methyl]-5-oxopyrrolidin-2-yl]acetamid ClC1=CC=C(C=N1)CNC(CC1N(C(CC1)=O)CC1=C(C(=CC=C1)F)F)=O